quinoline-2-formaldehyde 2-pyrimidyl hydrazone N1=C(N=CC=C1)NN=CC1=NC2=CC=CC=C2C=C1